3,4-dihydro-9H,11H-3,11a-methanopyrazino[1',2':3,4]imidazo[1,2-c]pyrimidin-1,9(2H)-dione C1(NC2CN3C1(CN1C(N=CC=C13)=O)C2)=O